(2S,4R*)-N-((R)-1-(4-carbamimidoylthiophen-2-yl)ethyl)-4-(methoxymethyl)-1-((4-phenoxybenzoyl)glycyl)pyrrolidine-2-carboxamide C(N)(=N)C=1C=C(SC1)[C@@H](C)NC(=O)[C@H]1N(C[C@@H](C1)COC)C(CNC(C1=CC=C(C=C1)OC1=CC=CC=C1)=O)=O |o1:16|